5'-Bromo-4'-chlorospiro[cyclohexane-1,3'-pyrrolo[2,3-b]pyridine]-2',4(1'H)-dione BrC=1C(=C2C(=NC1)NC(C21CCC(CC1)=O)=O)Cl